(7'S)-7'-(3,5-difluorophenyl)-1-(6-fluoropyridin-2-yl)dihydro-1'H,3'H,5'H-spiro[piperidine-4,2'-pyrazolo[1,2-a]pyrazol]-1'-one FC=1C=C(C=C(C1)F)[C@@H]1CCN2N1C(C1(C2)CCN(CC1)C1=NC(=CC=C1)F)=O